BrC1=CC=C(COC2=C3C(C=C(OC3=CC=C2)C(=O)NN[C@@H]([C@H](C)CC)C(=O)N[C@@H](CC(C)C)C(=O)OC)=O)C=C1 methyl (5-((4-bromobenzyl) oxy)-4-oxo-4H-chromen-2-carbonylamino)-L-alloisoleucyl-L-leucinate